(2R,3S,4S)-4-hydroxy-2-[(4-methoxyphenyl)methyl]pyrrolidin-3-yl N-[2-(pyridin-2-ylamino)ethyl]carbamate N1=C(C=CC=C1)NCCNC(O[C@H]1[C@H](NC[C@@H]1O)CC1=CC=C(C=C1)OC)=O